tert-butyl 4-(2-cyclopropyl-4-methoxythieno[2',3':5,6]benzo[1,2-d]oxazol-7-yl)-4-oxobutanoate C1(CC1)C=1OC2=C(N1)C1=C(C=C2OC)SC(=C1)C(CCC(=O)OC(C)(C)C)=O